(S)-6-ethyl-2-((4-((2-hydroxy-1-phenylethyl)amino)-5-(5-(pyridin-2-yl)-1,3,4-oxadiazol-2-yl)pyrimidin-2-yl)amino)-7,7-dimethyl-6,7-dihydro-5H-pyrrolo[3,4-b]pyridin-5-one C(C)N1C(C2=NC(=CC=C2C1=O)NC1=NC=C(C(=N1)N[C@H](CO)C1=CC=CC=C1)C=1OC(=NN1)C1=NC=CC=C1)(C)C